(2S,3R)-3-((2-aminopyridin-4-yl)methyl)-N2-(1-methyl-1H-imidazol-2-yl)-N1-((R)-1-(2,3-difluoro-4-methylphenyl)propyl)-N2-methyl-4-oxoazetidine-1,2-dicarboxamide NC1=NC=CC(=C1)C[C@@H]1[C@H](N(C1=O)C(=O)N[C@H](CC)C1=C(C(=C(C=C1)C)F)F)C(=O)N(C)C=1N(C=CN1)C